N1(CCOCC1)C(=O)C=1C=C2C(=CC(=NC2=CC1)C=O)C1=CC=CC=C1 6-(morpholine-4-carbonyl)-4-phenylquinoline-2-carbaldehyde